IC=1C=C2C[C@H](COC2=CC1)N (R)-6-iodochroman-3-amine